CN1C(C=CC(=C1)[C@@H]1[C@H](C1)B1OC(C(O1)(C)C)(C)C)=O 1-methyl-5-[(1S,2S)-2-(4,4,5,5-tetramethyl-1,3,2-dioxaborolan-2-yl)cyclopropyl]pyridin-2-one